ClC1=C[C@H]2[C@@H]3CC[C@](C(C)=O)([C@]3(CC[C@@H]2[C@]2(C=CC(C=C12)=O)C)C)O 6-chloro-17-hydroxypregna-1,4,6-triene-3,20-dione